2-(6-chloropyridin-3-yl)-4,5-dihydro-oxazol-4-ol ClC1=CC=C(C=N1)C=1OCC(N1)O